2,7-dinitrophenanthrenequinone C1=CC2=C(C=C1[N+](=O)[O-])C(=O)C(=O)C3=C2C=CC(=C3)[N+](=O)[O-]